FC1([C@H](C1)C(=O)NC1=NC=C2C=C(C(=NC2=C1)C(=O)N)C=1C=NC(=CC1C)[C@@H](CC)O)F 7-((R)-2,2-difluorocyclopropane-1-carboxamido)-3-(6-((R)-1-hydroxypropyl)-4-methylpyridin-3-yl)-1,6-naphthyridine-2-carboxamide